C(#N)C=1C(=NC(=NC1)N[C@@H]1CC[C@H](CC1)N(C(COC1=CC=CC=C1)=O)C1=NC=C(C=C1)C=1C=NC(=NC1)OC)NC1COC1 N-(trans-4-((5-cyano-4-(oxetan-3-ylamino)pyrimidin-2-yl)amino)cyclohexyl)-N-(5-(2-methoxypyrimidin-5-yl)pyridin-2-yl)-2-phenoxyacetamide